C1(=CC=C(C=C1)NCC(=O)N1CC2N(C(C3=C(NC2=O)C=CC(=C3)C3=CC(=CC=C3)C(F)(F)F)=O)CC1)C 2-(p-tolylglycyl)-8-(3-(trifluoromethyl)phenyl)-1,3,4,12a-tetrahydrobenzo[e]pyrazino[1,2-a][1,4]diazepine-6,12(2H,11H)-dione